COC(=O)C1=C2C=NN(C2=CC=C1C=1C(=CC2=C(OCCC3=C2SC=C3)C1)C(=O)O)CCC 8-(4-(methoxycarbonyl)-1-propyl-1H-indazol-5-yl)-4,5-dihydrobenzo[b]thieno[2,3-d]oxepine-9-carboxylic acid